CNC(=O)C1=C(C=CC=C1)NC(=O)[C@@H]1[C@H]2CCO[C@@H]12 (1R,5R,6R)-N-[2-[(methylamino)carbonyl]phenyl]-2-oxabicyclo-[3.1.0]hexane-6-carboxamide